(S)-(tetrahydro-2H-pyran-2-yl)methanol O1[C@@H](CCCC1)CO